N-(2-(5-methoxy-2-propyl-1H-indol-3-yl)ethyl)acetamide COC=1C=C2C(=C(NC2=CC1)CCC)CCNC(C)=O